C(C)C1=C(C(NC(N1)=S)=O)[N+](=O)[O-] ethyl-5-nitro-2-thiouracil